OC1=C(C(N(C2=CC=C(N=C12)C)C)=O)C#N 4-hydroxy-1,6-dimethyl-2-oxo-1,2-dihydro-1,5-naphthyridine-3-carbonitrile